2,5-dichlorophenylboronic acid ClC1=C(C=C(C=C1)Cl)B(O)O